ClC1=C(C=O)C=CC(=C1)C(C(N1CCCC1)=O)(F)F chloro-4-(1,1-difluoro-2-oxo-2-(pyrrolidin-1-yl)ethyl)benzaldehyde